ethyl 5-(benzyloxy)-6-methoxy-1-methyl-1H-indole-2-carboxylate C(C1=CC=CC=C1)OC=1C=C2C=C(N(C2=CC1OC)C)C(=O)OCC